C(C)OCOC=CCCCCCCCCCCCC tetradecenyl ethoxymethyl ether